tert-Butyl N-[(4-methyl-4-piperidyl)methyl]carbamate CC1(CCNCC1)CNC(OC(C)(C)C)=O